OC1=C2[C@H]3[C@H](C(OC2=CC(=C1)C(C)(CCCCCC)C)(C)C)CC[C@H](C3)C(=O)O (6aR,9R,10aR)-1-hydroxy-6,6-dimethyl-3-(2-methyloctan-2-yl)-6a,7,8,9,10,10a-hexahydro-6H-benzo[c]chromene-9-carboxylic acid